2,4,7,8-tetrachloroquinoline ClC1=NC2=C(C(=CC=C2C(=C1)Cl)Cl)Cl